FC(OC1=CC2=C(C=C1F)[C@@H]1NCCC[C@@H]1O2)F |r| (Rac)-(4aS,9bS)-7-(difluoromethoxy)-8-fluoro-1,2,3,4,4a,9b-hexahydrobenzofuro[3,2-b]pyridine